(S)-4-((2-ethoxyethyl)(4-(5,6,7,8-tetrahydro-1,8-naphthyridin-2-yl)butyl)amino)-2-((S)-2-phenylpropanamido)butanoic acid C(C)OCCN(CC[C@@H](C(=O)O)NC([C@@H](C)C1=CC=CC=C1)=O)CCCCC1=NC=2NCCCC2C=C1